ClC1=CC=C(C=C1)C1=NN(C(=C1)O)C1=CC=C(C=C1)[N+](=O)[O-] 3-(4-chlorophenyl)-1-(4-nitrophenyl)-1H-pyrazol-5-ol